N-(2-hydroxyethyl)-3,4-dimethoxybenzamide OCCNC(C1=CC(=C(C=C1)OC)OC)=O